4-(pyrimidin-2-ylmethyl)-7-(4-(trifluoromethoxy)phenyl)-3,4-dihydrobenzo[f][1,4]oxazepine-5(2H)-one N1=C(N=CC=C1)CN1CCOC2=C(C1=O)C=C(C=C2)C2=CC=C(C=C2)OC(F)(F)F